6-Chloro-N-[3-(5-fluoro-2-methylphenyl)-1-methyl-1H-pyrazol-5-yl]quinoline ClC=1C=C2C=CCN(C2=CC1)C1=CC(=NN1C)C1=C(C=CC(=C1)F)C